(S)-3-(7-bromo-1-oxo-3,4-dihydropyrrolo[1,2-a]pyrazin-2(1H)-yl)-3-(3-fluoro-4-methoxyphenyl)propionic acid ethyl ester C(C)OC(C[C@@H](C1=CC(=C(C=C1)OC)F)N1C(C=2N(CC1)C=C(C2)Br)=O)=O